N4-(6-chloroquinolin-3-yl)-N2-(3-((dimethylamino)methyl)-2,3-dihydrobenzo[b][1,4]dioxin-6-yl)pyrimidine-2,4-diamine ClC=1C=C2C=C(C=NC2=CC1)NC1=NC(=NC=C1)NC1=CC2=C(OCC(O2)CN(C)C)C=C1